CS(=O)(=O)N1CCN(CC1)C(=O)C1CN(C(O1)C(F)(F)F)C1=CC(=C(C#N)C=C1)C(F)(F)F 4-(5-(4-(Methylsulfonyl)piperazin-1-carbonyl)-2-(trifluoromethyl)oxazolidin-3-yl)-2-(trifluoromethyl)benzonitril